ClC=1C=C(C=CC1F)[C@@H]1CN2[C@H](CO1)CN(CC2)C(=O)C=2C(=C(C=CC2)C=2C=CC(NC2)=O)Cl 5-[3-[(3R,9aS)-3-(3-Chloro-4-fluorophenyl)-3,4,6,7,9,9a-hexahydro-1H-pyrazino[2,1-c][1,4]oxazin-8-carbonyl]-2-chlorophenyl]-1H-pyridin-2-on